FC=1C(=C(C=C(C1)[C@@H]1OCCC1)CC(=O)OCC)OC ethyl (R)-2-(3-fluoro-2-methoxy-5-(tetrahydrofuran-2-yl)phenyl)acetate